BrC1=C(SC(=C1)C1=CC=C(C=C1)C1CCN(CC1)C(C)C)C(=O)N1C[C@H](CC1)NC(OC(C)(C)C)=O tert-butyl (S)-(1-(3-bromo-5-(4-(1-isopropylpiperidin-4-yl)phenyl)thiophene-2-carbonyl)pyrrolidin-3-yl)carbamate